FC=1C=C2C(=NNC2=CC1OCCOC)C1=CC(=NO1)C1=CC=C(C=C1)C(=O)N1CC(C1)N1[C@H](COCC1)C 5-Fluoro-6-(2-methoxyethoxy)-3-[3-(4-{3-[(3S)-3-methylmorpholin-4-yl]azetidine-1-carbonyl}phenyl)-1,2-oxazol-5-yl]-1H-indazole